C(CCCCCCCC=CCCCCCCCC)CC(CC(=O)[O-])=O.CC([O-])C.CC([O-])C.[Al+3] aluminum diisopropoxide mono(9-octadecenylacetoacetate)